C(=C)(C)C=1OC(CN1)(C)C 2-Isopropenyl-5,5-dimethyl-2-oxazoline